C(#N)C1(CC1)/C=C/C(=O)O (E)-3-(1-cyanocyclopropyl)acrylic acid